methyl 2-(3-(4-(4-chloro-7,7-dimethyl-5-oxo-5,7-dihydroindolo[1,2-a]quinazolin-9-yl)piperidin-1-yl)isoxazol-5-yl)-3-methylbutanoate ClC=1C=2C(N=C3N(C2C=CC1)C1=CC=C(C=C1C3(C)C)C3CCN(CC3)C3=NOC(=C3)C(C(=O)OC)C(C)C)=O